FC(S(=O)(=O)OC1=C(C=C2C(=NC=NC2=C1)NC1=C(C(=C(C=C1)Cl)Cl)F)[N+](=O)[O-])(F)F 4-((3,4-dichloro-2-fluorophenyl)amino)-6-nitroquinazolin-7-yl trifluoromethanesulfonate